[N+](=O)([O-])C=C1[C@@H]2[C@H]3C[C@H](CC[C@@H]13)C2 (1S,3R,6S,8S)-2-(nitromethylene)tricyclo[4.2.1.03,8]Nonane